C(C)(C)(C)OC(=O)NCC1=NN2C(C=C(C=C2C2=CC=C(C=C2)F)C2=C(C(=O)O)C=CC=C2)=C1 2-((((tert-butoxycarbonyl)amino)methyl)-7-(4-fluorophenyl)pyrazolo[1,5-a]pyridin-5-yl)benzoic acid